OC(C1=C2CCN(CC2=CC=C1)C(=O)OC(C)(C)C)C1=CC=C(C=C1)C(F)(F)F tert-butyl 5-(hydroxy(4-(trifluoromethyl)phenyl)methyl)-3,4-dihydroisoquinoline-2(1H)-carboxylate